BrC1=CC=C(OCC=2C=C(C=NC2)C2(COC2)O)C=C1 3-(5-((4-bromophenoxy)methyl)pyridin-3-yl)oxetan-3-ol